NC=1N=C(SC1C(=O)C=1C=NC(=CC1)OC(F)F)N(C1=CC2=C(OC(O2)(F)F)C=C1)C(C(=O)N)C [[4-amino-5-[6-(difluoromethoxy)pyridine-3-carbonyl]thiazol-2-yl]-(2,2-difluoro-1,3-benzodioxol-5-yl)amino]propanamide